C(C)(=O)OC(C\C=C/CCCCCCCC(=O)[O-])CCCCCC (Z)-12-acetoxyoctadec-9-enoate